NC1N(CCCC1)C(=O)N1[C@@H](COCC1)C amino-(5R)-[(3R)-methylmorpholine-N-carbonyl]-piperidine